C1(=CC=CC=C1)C1\C(\C(NC1)=O)=C/C1=CC=C2C(=NNC2=C1)\C=C\C1=CC=C(C=C1)CN1CCN(CC1)CC(F)(F)F (E)-4-Phenyl-3-((3-((E)-4-((4-(2,2,2-trifluoroethyl)piperazin-1-yl)methyl)styreneyl)-1H-indazol-6-yl)methylene)pyrrolidin-2-one